4-acetylpiperazine-2,5-dione C(C)(=O)N1CC(NCC1=O)=O